CS(=O)(=O)OCOS(=O)(=O)C methylene bismethansulfonate